CC=1N=CSC1C1=CC=C(C=C1)[C@H](CC=O)NC(OCCCC)=O butyl (S)-(1-(4-(4-methylthiazol-5-yl)phenyl)-3-oxopropyl)carbamate